(2S)-1-Methylpiperidin-4-yl 2-(((4-formyl-5-hydroxy-6-methylpyridin-3-yl)methoxy)(phenoxy)phosphorylamino)propanoate C(=O)C1=C(C=NC(=C1O)C)COC1=C(OP(=O)=N[C@H](C(=O)OC2CCN(CC2)C)C)C=CC=C1